[[(2R,3S,4R,5R)-5-(4-aminopyrrolo[2,1-f][1,2,4]triazin-7-yl)-5-cyano-3,4-dihydroxyoxolan-2-yl]methoxy-hydroxyphosphoryl] phosphono hydrogen phosphate P(=O)(OP(=O)(O)OC[C@H]1O[C@@]([C@@H]([C@@H]1O)O)(C#N)C1=CC=C2C(=NC=NN21)N)(OP(=O)(O)O)O